methanoindane C1C2C1C3=CC=CC=C3C2